C1(CC1)N1C=CC2=C(C=CC=C12)C=1C=C2C=NN(C(C2=CC1)=O)C1=NC=CC=C1 6-(1-Cyclopropyl-1H-indol-4-yl)-2-(pyridin-2-yl)phthalazin-1(2H)-one